8,8'-(((1R,2S)-2-hydroxycyclohept-yl)azanediyl)bis-(N,N-didecyloctan-amide) O[C@@H]1[C@@H](CCCCC1)N(CCCCCCCC(=O)N(CCCCCCCCCC)CCCCCCCCCC)CCCCCCCC(=O)N(CCCCCCCCCC)CCCCCCCCCC